tert-butyl (Z)-2-((1-(4-(tert-butyl)phenyl)-2,2-dicyanovinyl)imino)-1,3-thiazinane-3-carboxylate C(C)(C)(C)C1=CC=C(C=C1)C(=C(C#N)C#N)\N=C\1/SCCCN1C(=O)OC(C)(C)C